CC1=C(C=CC(=C1)C)NC(CC1C(N=C(S1)NC(C1=CC=C(C=C1)C(C)C)C=1C(NC(NC1O)=O)=O)=O)=O N-(2,4-dimethylphenyl)-2-(2-{[(6-hydroxy-2,4-dioxo-1,2,3,4-tetrahydropyrimidin-5-yl)[4-(propan-2-yl)phenyl]methyl]amino}-4-oxo-4,5-dihydro-1,3-thiazol-5-yl)acetamide